N',N'-Dimethyl-ethane-1,2-diamine CN(CCN)C